(S)-2-amino-4-((2-((3-methoxybenzyl)oxy)benzyl)amino)butanoic acid N[C@H](C(=O)O)CCNCC1=C(C=CC=C1)OCC1=CC(=CC=C1)OC